2-hydroxy-1,2-bis(thiophen-2-yl)ethan-1-one phenyl-(3-chloro-4-((4-methylpiperazin-1-yl)methyl)phenyl)carbamate C1(=CC=CC=C1)N(C(O)=O)C1=CC(=C(C=C1)CN1CCN(CC1)C)Cl.OC(C(=O)C=1SC=CC1)C=1SC=CC1